5,5'-(furan-2,5-diyl)bis(6-fluoro-1-((2-(trimethylsilyl)ethoxy)methyl)-1H-benzo[d]imidazole-5,2-diyl)dipyrrolidine-1-carboxylate O1C(=CC=C1C1=CC2=C(N(C(=N2)C2CCCN2C(=O)[O-])COCC[Si](C)(C)C)C=C1F)C1=CC2=C(N(C(=N2)C2CCCN2C(=O)[O-])COCC[Si](C)(C)C)C=C1F